((2-((2-chloro-3-(3-chloro-2-(3-methoxy-4-((((5-oxopyrrolidin-2-yl)methyl)amino)methyl)phenyl)pyridin-4-yl)phenyl)amino)-3-fluoropyridin-4-yl)methyl)glycine ClC1=C(C=CC=C1C1=C(C(=NC=C1)C1=CC(=C(C=C1)CNCC1NC(CC1)=O)OC)Cl)NC1=NC=CC(=C1F)CNCC(=O)O